C(#N)C1=NC2=CC(=CC(=C2N=C1N1CC2=C(CC1)SC(=N2)C)[C@@H](C)NC2=C(C(=O)O)C=CC=C2)C (R)-2-((1-(2-cyano-7-methyl-3-(2-methyl-6,7-dihydrothiazolo[4,5-c]-pyridin-5(4H)-yl)quinoxalin-5-yl)-ethyl)amino)benzoic acid